N1(N=CN=C1)CCNC1=CC(=C(C=C1C1=CC=CC=C1)N(C(OC(C)(C)C)=O)CC1=CC=C(C=C1)F)F tert-butyl 6-(2-(1H-1,2,4-triazol-1-yl)ethylamino)-4-fluorobiphenyl-3-yl(4-fluorobenzyl)carbamate